CN1N=NC(=C1C=1C=C2C(=NC1)C1=C(N2[C@@H](C2CCOCC2)C2=NC=CC=C2F)C(=NN1)C(=O)OC)C (S)-Methyl 6-(1,4-dimethyl-1H-1,2,3-triazol-5-yl)-4-((3-fluoropyridin-2-yl)(tetrahydro-2H-pyran-4-yl)methyl)-1,4-dihydropyrazolo[3',4':4,5]pyrrolo[3,2-b]pyridine-3-carboxylate